OC(CC(=O)[O-])C D,L-beta-hydroxybutyrate